N-{[3-(4-{[(3S,4R)-3-fluoro-1-methylpiperidin-4-yl]amino}-1-(2,2,2-trifluoroethyl)-1H-indol-2-yl)-1,2,4-oxadiazol-5-yl]methyl}-4-(pyrrolidin-1-yl)benzamide F[C@H]1CN(CC[C@H]1NC1=C2C=C(N(C2=CC=C1)CC(F)(F)F)C1=NOC(=N1)CNC(C1=CC=C(C=C1)N1CCCC1)=O)C